1-[2-(3-amino-4,4-difluoro-1-piperidinyl)-4-(4-fluorophenyl)cyclopentyl]pyrazole-4-carbonitrile NC1CN(CCC1(F)F)C1C(CC(C1)C1=CC=C(C=C1)F)N1N=CC(=C1)C#N